tributyl(1-methoxyvinyl)stannane C(CCC)[Sn](C(=C)OC)(CCCC)CCCC